C(CCC)OC([C@@H](C)OC1=CC=C(C=C1)OC1=C(C=C(C=C1)C#N)F)=O (2R)-2-[4-(4-cyano-2-fluorophenoxy)phenoxy]propionic acid butyl ester